C1(CC1)C1=NC(=CC=C1S(=O)(=O)N1CC2(CN(C2)C2CCC(CC2)(O)C)C1)C(F)(F)F 4-(6-((2-cyclopropyl-6-(trifluoromethyl)pyridin-3-yl)sulfonyl)-2,6-diazaspiro[3.3]heptan-2-yl)-1-methylcyclohexan-1-ol